P1(CC=CC=C1)=O Phosphorinone